C(C=C)NC(N)=S 3-prop-2-enylthiourea